CC1(OC=2C(=NC(=CC2)C=2C(=CC(=NC2)NC(C)=O)NC2=NC(=CC(=C2)N2[C@H](COCC2)C)S(=O)(=O)C)OC1)C (S)-N-(5-(2,2-dimethyl-2,3-dihydro-[1,4]dioxino[2,3-b]pyridin-6-yl)-4-((4-(3-methyl-morpholino)-6-(methylsulfonyl)pyridin-2-yl)amino)-pyridin-2-yl)acetamide